2-amino-N-((3-bromo-2-pyridinyl)methyl)-3-methyl-N-(2-methylpropyl)-6-quinolinecarboxamide NC1=NC2=CC=C(C=C2C=C1C)C(=O)N(CC(C)C)CC1=NC=CC=C1Br